3-(4-(1-amino-2-methyl-1-ketopropan-2-yl)phenyl)-2,2-dimethylpropionic acid NC(C(C)(C)C1=CC=C(C=C1)CC(C(=O)O)(C)C)=O